C[C@H]1CN(C[C@@H](N1)C)C=1C=CC(=C2N=C(SC21)OC)C(=O)NC2=CC=1C(=NN(N1)C)C(=C2)F 7-[(3S,5S)-3,5-dimethylpiperazin-1-yl]-N-(7-fluoro-2-methyl-benzotriazol-5-yl)-2-methoxy-1,3-benzothiazole-4-carboxamide